5-(6-Methyl-5-((1S,2S)-2-((trifluoromethoxy)methyl)cyclopropyl)pyridazin-3-yl)pyrimidine-2,4(1H,3H)-dione CC1=C(C=C(N=N1)C=1C(NC(NC1)=O)=O)[C@@H]1[C@H](C1)COC(F)(F)F